C1=CC12CC2 spiro[2.2]pentene